5-chloro-N-(o-tolyl)thieno[3,2-b]pyridin-3-amine ClC1=CC=C2C(=N1)C(=CS2)NC2=C(C=CC=C2)C